CC(C)(C(C(C)(C)C)=O)C 2,2,4,4-tetramethyl-3-pentanone